C(#N)C1=C(C=CC=C1F)SC=1C=2N(C=C(C1)C=1C=NN(C1C)C1CCN(CC1)C)N=CC2C#N 4-((2-cyano-3-fluorophenyl)thio)-6-(5-methyl-1-(1-methylpiperidin-4-yl)-1H-pyrazol-4-yl)pyrazolo[1,5-a]pyridine-3-carbonitrile